CC1=CC=C(N1C=1C=NC=CC1)C=O 5-methyl-1-(3-pyridyl)-1H-pyrrole-2-formaldehyde